4-fluoro-2-((1r,4r)-4-((2r,4as,6s,8ar)-6-propyldecahydronaphthalen-2-yl)cyclohexyl)-1H-indole FC1=C2C=C(NC2=CC=C1)C1CCC(CC1)[C@H]1C[C@H]2CC[C@@H](C[C@@H]2CC1)CCC